3-((3-fluoro-4-((2-(trifluoromethyl)pyridin-4-yl)oxy)benzyl)oxy)-7,8-dihydro-1H,6H,9H-7,8a-methanopyrrolo[1',2':3,4]imidazo[1,2-c]pyrimidin-1-one FC=1C=C(COC=2C=C3N(C(N2)=O)CC24N3CC(C2)C4)C=CC1OC1=CC(=NC=C1)C(F)(F)F